[N-](S(=O)(=O)C(F)(F)F)S(=O)(=O)C(F)(F)F.CN1CN(C=C1)CCCCCCCC 1-methyl-3-octylimidazole bistrifluoromethanesulfonimide salt